cyclohexyl-beta-carboxyethyl acrylate C(C=C)(=O)OCC(C(=O)O)C1CCCCC1